(5aS,6R,11bS)-14-(cyclopropylmethyl)-3-(3-(4-methyl-1H-pyrazol-1-yl)cyclobutyl)-2,3,4,5,6,7-hexahydro-6,11b-(epiminoethano)naphtho[1,2-d]azepine-5a,10(1H)-diol C1(CC1)CN1CC[C@]23CCN(CC[C@]2([C@H]1CC1=CC=C(C=C13)O)O)C1CC(C1)N1N=CC(=C1)C